C(C)(C)N(C1=CC2=C(C(=N1)COC(NC)=O)CN(C2=O)C2=NC(=CC=C2)C2=NN=CN2C=2C=NN(C2)C)C ((6-(isopropyl(methyl)amino)-2-(6-(4-(1-methyl-1H-pyrazol-4-yl)-4H-1,2,4-triazole-3-yl)pyridin-2-yl)-1-oxo-2,3-dihydro-1H-pyrrolo[3,4-c]pyridin-4-yl)methyl)(methyl)carbamate